FC1=C(C=C(C(=C1)OC)NC1=NC=CC(=N1)C1=CN(C2=CC=CC=C12)C)NC(\C=C\CN1CCOCC1)=O (E)-N-(2-fluoro-4-methoxy-5-((4-(1-methyl-1H-indol-3-yl)pyrimidin-2-yl)amino)phenyl)-4-morpholinobut-2-enamide